C1(CCCC1)[C@@H](C(=O)NC1=CC=C(C=C1)C=1C(=[N+](C=CC1C)[O-])C)NC(=O)C1=CC=NN1C (S)-3-(4-(2-cyclopentyl-2-(1-methyl-1H-pyrazole-5-carboxamido)acetamido)phenyl)-2,4-dimethylpyridine 1-oxide